C1OCC2C34C5(CC(C12)(C3)C4)CC4(CC5)CC5COCC5CC4 octahydro-3H,3''H-dispiro[4,7-methanoisobenzofuran-5,1'-cyclopentane-3',5''-[4,7]methanoisobenzofuran]